O1C(CCCC1)N1N=CC2=C(C=CC=C12)C1=C(C(NC2=C3C(=CC=C12)C=CC=C3)=O)NC(OC(C)(C)C)=O tert-butyl N-[4-[1-(oxan-2-yl)indazol-4-yl]-2-oxo-1H-benzo[h]quinolin-3-yl]carbamate